C(C)(C)(C)OC1CCN(CC1)CC1=CC=C(CNC2=C3C(N(C(=NC3=CC=C2)C)C2C(NC(CC2)=O)=O)=O)C=C1 3-(5-((4-((4-(tert-butoxy)piperidin-1-yl)methyl)benzyl)amino)-2-methyl-4-oxoquinazolin-3(4H)-yl)piperidine-2,6-dione